CN1N=CC(=C1C1=NC=C(C(=C1)OC1CN(C1)C(=O)N1N=CCC1C=1C=NC=CC1)F)C (3-((2-(1,4-dimethyl-1H-pyrazol-5-yl)-5-fluoropyridin-4-yl)oxy)azetidin-1-yl)(5-(pyridin-3-yl)-4,5-dihydro-1H-pyrazol-1-yl)methanone